rel-(2r,3s,4s,5r)-4-[[3-(3,4-difluoro-2-methyl-phenyl)-4,5-dimethyl-5-(trifluoromethyl)tetrahydrofuran-2-carbonyl]amino]pyridine-2-carboxamide FC=1C(=C(C=CC1F)[C@H]1[C@@H](O[C@]([C@H]1C)(C(F)(F)F)C)C(=O)NC1=CC(=NC=C1)C(=O)N)C |o1:8,9,11,12|